CC1=CC=CC2=C1N(CC1C(C(N2C)=O)N(C(C1)=O)C1=NC(=CC(=C1)C(F)(F)F)C)CCN1CCN(CC1)C 6,10-Dimethyl-1-(6-methyl-4-(trifluoromethyl)pyridin-2-yl)-5-(2-(4-methylpiperazin-1-yl)ethyl)-1,3a,4,5,10,11a-hexahydro-2H-benzo[b]pyrrolo[2,3-f][1,4]diazocine-2,11(3H)-dione